Cl.ClC1=C(N=NC=C1C)N[C@H]1CNCCC1 chloro-5-methyl-N-[(3R)-3-piperidinyl]pyridazin-3-amine hydrochloride